C(C#CCCCCC)(O)O Octynediol